19-fluoro-10-methyl-14-oxa-7,10,22,25,26-pentaazahexacyclo[19.5.2.12,6.07,12.015,20.024,27]nonacosa-1(26),2,4,6(29),15(20),16,18,21,23,27-decaene FC1=CC=CC=2OCC3CN(CCN3C=3C=CC=C(C4=NNC5=CN=C(C12)C=C45)C3)C